ClC=1C(=CC(=C(C1)N1C(NC(C2=CC(=CC(=C12)SC[C@H](CO)OCCN(C)C)C(F)(F)F)=O)=O)F)F (5-chloro-2,4-difluorophenyl)-8-(((S)-2-(2-(dimethylamino)ethoxy)-3-hydroxypropyl)thio)-6-(trifluoromethyl)quinazoline-2,4(1H,3H)-dione